diethoxyphosphonoformanilide C(C)OOP(=O)(OOCC)C(=O)NC1=CC=CC=C1